6-methyl-8β-carbobenzyloxy-aminoethyl-10α-ergoline CN1C[C@@](C[C@@H]2C=3C=CC=C4NC=C(C[C@@H]12)C34)(C(=O)OCC3=CC=CC=C3)CCN